N-(5-bromo-7-chlorobenzo[d]thiazol-6-yl)-1-methylcyclopropane-1-carboxamide BrC=1C(=C(C2=C(N=CS2)C1)Cl)NC(=O)C1(CC1)C